ClC=1C=C(CC2=CC=C(C=C2)NC(=O)C2=NN(C(CC2)=O)C)C=CC1 N-(4-(3-chlorobenzyl)phenyl)-1-methyl-6-oxo-1,4,5,6-tetrahydropyridazine-3-carboxamide